CC1=C(C=C(C(=O)N2CCC(CC2)C2=CC=C(C#N)C=C2)C=C1)C1=NN=C(N1)N[C@H]1COCC1 (R)-4-(1-(4-methyl-3-(5-((tetrahydro-furan-3-yl)amino)-4H-1,2,4-triazol-3-yl)benzoyl)piperidin-4-yl)benzonitrile